7-(1-(4-((2-(2,6-dioxopiperidin-3-yl)-1-oxoisoindoline-4-yl)thio)butyl)piperidine-4-yl)-2-(4-phenoxyphenyl)-4,5,6,7-tetrahydropyrazolo[1,5-a]pyrimidine-3-carboxamide O=C1NC(CCC1N1C(C2=CC=CC(=C2C1)SCCCCN1CCC(CC1)C1CCNC=2N1N=C(C2C(=O)N)C2=CC=C(C=C2)OC2=CC=CC=C2)=O)=O